(S)-4-((S)-2-((S)-1-(tert-butoxycarbonyl)pyrrolidin-2-yl)-5-chloro-6-fluoro-2-phenyl-2,3-dihydrobenzofuran-4-yl)-5-fluoro-6-((1S,2R)-2-hydroxycyclobutoxy)nicotinic acid C(C)(C)(C)OC(=O)N1[C@@H](CCC1)[C@@]1(OC2=C(C1)C(=C(C(=C2)F)Cl)C2=C(C(=NC=C2C(=O)O)O[C@@H]2[C@@H](CC2)O)F)C2=CC=CC=C2